C(C)(C)(C)OC(=O)N([C@H](C(=O)N(C)[C@@H](C(=O)O)CN1N=NC(=C1)C1=NC=C(C=C1)F)CC(C)C)C (R)-2-((S)-2-((tert-Butoxycarbonyl)(methyl)amino)-N,4-dimethylvaleramido)-3-(4-(5-fluoropyridin-2-yl)-1H-1,2,3-triazol-1-yl)propanoic acid